CN1C(CC(CC1(C)C)N1N=C2C=CC(=CC2=C1)[C@@H]1NC[C@H](CC1)C)(C)C |r| 2-(1,2,2,6,6-Pentamethyl-4-piperidyl)-5-[rac-(2R,5S)-5-methyl-2-piperidyl]indazole